C(CCC)P(C(CC)CCCCC)C(CC)CCCCC butyl-di-(3-octyl)phosphine